P(=O)(O)(O)[O-] dihydrogen-phosphate